BrC=1C=C2C(C(NC2=CC1)=O)=CC1=CC(=C(C(=C1)OC)OCCOCCBr)Br 5-bromo-3-(3-bromo-4-(2-(2-bromoethoxy)ethoxy)-5-methoxybenzylidene)indol-2-one